2-acryloyloxyhexadecyl-potassium C(C=C)(=O)OC(C[K])CCCCCCCCCCCCCC